(4-(3-(4-(2-(4-(3-(4-(2-(2,6-dioxopiperidin-3-yl)-1,3-dioxoisoindolin-5-yl)piperazin-1-yl)propyl)piperazin-1-yl)ethoxy)benzoyl)-6-hydroxybenzo[b]thiophen-2-yl)phenyl)boronic acid O=C1NC(CCC1N1C(C2=CC=C(C=C2C1=O)N1CCN(CC1)CCCN1CCN(CC1)CCOC1=CC=C(C(=O)C=2C3=C(SC2C2=CC=C(C=C2)B(O)O)C=C(C=C3)O)C=C1)=O)=O